(S)-1-(5-chloropyridin-2-yl)-3-(isoquinolin-4-yl)-2-oxoimidazoline-4-carbonitrile ClC=1C=CC(=NC1)N1C(N([C@@H](C1)C#N)C1=CN=CC2=CC=CC=C12)=O